OC1=C(C=CC=C1)C1=CC(=CN=N1)N1CCC(CC1)(C(=O)OCC)C1CCOCC1 ethyl 1-(6-(2-hydroxyphenyl)pyridazin-4-yl)-4-(tetrahydro-2H-pyran-4-yl)piperidine-4-carboxylate